NC1=NNC2=CC=C(C(=C12)C1=CC2=C(N(C=N2)C2CN(C2)C(C=C)=O)C=C1Cl)C 1-(3-(5-(3-amino-5-methyl-1H-indazol-4-yl)-6-chloro-1H-benzo[d]imidazol-1-yl)azetidin-1-yl)prop-2-en-1-one